ClC1=CC=C(C=C1)N1C(CCC1=O)=S N-p-chlorophenylthiosuccinimide